C(C)(C)(C)C1=CC=C(C=C1)NC=1C(C(C1OC)=O)=O 3-((4-(tert-butyl)phenyl)amino)-4-methoxycyclobut-3-ene-1,2-dione